2-methyl-L-serine C[C@](N)(CO)C(=O)O